L-lysine succinate C(CCC(=O)O)(=O)O.N[C@@H](CCCCN)C(=O)O